[4-[[(methoxytriphenylmethyl)sulfenyl]oxy]tetrahydrofuran-3-yl]oxy carbonate C(OOC1COCC1OSC(C1=C(C=CC=C1)OC)(C1=CC=CC=C1)C1=CC=CC=C1)([O-])=O